FC(S(=O)(=N)C1=CC=C(OC2CC3(CN(C3)C(=O)N3CC4(C3)NC(CC4)=O)C2)C=C1)(F)F 2-[6-[4-(trifluoromethylsulfonimidoyl)phenoxy]-2-azaspiro[3.3]heptane-2-carbonyl]-2,5-diazaspiro[3.4]octan-6-one